C1(=CC=CC=C1)C(C1=NC=CC=C1)NNC1=CC=CC=C1 (E)-2-(phenyl-(2-phenylhydrazino)methyl)pyridine